CC=1C=CSC1 4-methylthiophen